(4-chlorobenzyl)-1-(3-fluorophenyl)-4-phenyl-1H-imidazol-2-amine ClC1=CC=C(CC2=C(N=C(N2C2=CC(=CC=C2)F)N)C2=CC=CC=C2)C=C1